C(C)(C)(C)OC(=O)N[C@H]1CCC(=C[C@@H]1C(=O)OCC)F ethyl (1S,6S)-6-((tert-butoxycarbonyl) amino)-3-fluorocyclohexane-2-ene-1-carboxylate